N,N'-di(4-tert-butylbenzyl)-1,2-ethanediamine C(C)(C)(C)C1=CC=C(CNCCNCC2=CC=C(C=C2)C(C)(C)C)C=C1